C1(CC1)C1=NC(=CC(=C1)C1=CC=CC=C1)C 2-cyclopropyl-6-methyl-4-phenylpyridine